NC1=C2N=CN(C2=NC(=N1)F)[C@H]1C[C@@H]([C@@](O1)(C#C)COP(=O)(OC1=CC=CC=C1)N[C@@H](CC1=CC=CC=C1)C(=O)OC(CCCCCCC)CCCCCCC)O Pentadecan-8-yl ((((2R,3S,5R)-5-(6-amino-2-fluoro-9H-purin-9-yl)-2-ethynyl-3-hydroxytetrahydrofuran-2-yl)methoxy)(phenoxy)phosphoryl)-L-phenylalaninate